(S)-3-((1-(1-acryloylpyrrolidin-3-yl)-4-amino-1H-pyrazolo[3,4-d]pyrimidin-3-yl)ethynyl)N-(4-chloro-3-(trifluoromethyl)phenyl)-5-methoxybenzamide C(C=C)(=O)N1C[C@H](CC1)N1N=C(C=2C1=NC=NC2N)C#CC=2C=C(C(=O)NC1=CC(=C(C=C1)Cl)C(F)(F)F)C=C(C2)OC